(2s,4s)-8-(4-cyano-2-fluorophenyl)-N-(3,3-difluorocyclobutyl)-6,9-dioxo-5-(4-(trifluoro-methyl)benzyl)-5,8-diazaspiro[3.5]nonane-2-carboxamide C(#N)C1=CC(=C(C=C1)N1CC(N(C2(CC(C2)C(=O)NC2CC(C2)(F)F)C1=O)CC1=CC=C(C=C1)C(F)(F)F)=O)F